C(=O)=CC(CC(C=C=O)=O)=O.[Rh] rhodium dicarbonyl-(2,4-pentanedione)